methyl (R)-2-((2-chloro-5-((2-fluoro-3-hydroxy-3-methylbutyl)carbamoyl)pyridin-4-yl)amino)thiazole-4-carboxylate ClC1=NC=C(C(=C1)NC=1SC=C(N1)C(=O)OC)C(NC[C@H](C(C)(C)O)F)=O